(3S,6S,7R)-12-(benzyloxy)-6-(fluoromethyl)-6-hydroxy-3-methyl-1,11-dioxo-N-(2,4,6-trifluorobenzyl)-1,6,7,11-tetrahydro-3H-2,7-methanopyrido[1,2-a][1,4]diazonine-10-carboxamide C(C1=CC=CC=C1)OC=1C(C(=CN2C1C(N1[C@H](C=C[C@@]([C@H]2C1)(O)CF)C)=O)C(=O)NCC1=C(C=C(C=C1F)F)F)=O